FC(C1=CC=C(OC2=CC=C(C=C2)C2CCCN3C2=NS(CC3)(=O)=O)C=C1)(F)F 9-{4-[4-(trifluoromethyl)phenoxy]phenyl}-3,4,6,7,8,9-hexahydropyrido[2,1-c][1,2,4]thiadiazine 2,2-dioxide